4-methoxy-5-(4-methoxy-phenoxy)-pyridine-2-carbonitrile COC1=CC(=NC=C1OC1=CC=C(C=C1)OC)C#N